2-amino-3-bromo-N-((1R)-1-(2-pyrimidinyl)propyl)-N-((5-(trifluoromethyl)-2-pyridinyl)methyl)-1,7-naphthyridine-6-carboxamide NC1=NC2=CN=C(C=C2C=C1Br)C(=O)N(CC1=NC=C(C=C1)C(F)(F)F)[C@H](CC)C1=NC=CC=N1